5-(1-(2,4-difluorobenzyl)-1H-indazol-6-yl)-4-ethoxy-1-methylpyridin-2(1H)-one FC1=C(CN2N=CC3=CC=C(C=C23)C=2C(=CC(N(C2)C)=O)OCC)C=CC(=C1)F